F[C@H]1C[C@@]12C[C@@]1(CCC(N1C2)=O)C(=O)OCC ethyl (1R,2S,7a'S)-2-fluoro-5'-oxodihydro-1'H,3'H-spiro[cyclopropane-1,2'-pyrrolizine]-7a'(5'H)-carboxylate